CC1=C(C=CC(=C1C=1N=CN(C1)C)NCCC1=CC=CC=C1)S(=O)(=O)N methyl-3-(1-methylimidazol-4-yl)-4-(2-phenylethylamino)benzenesulfonamide